N-(3-(((2-((4-(4-(4-(2-(2,6-dioxopiperidin-3-yl)benzyl)piperazin-1-yl)piperidin-1-yl)phenyl)amino)-5-(trifluoromethyl)pyrimidin-4-yl)amino)methyl)phenyl)-N-methylmethanesulfonamide O=C1NC(CCC1C1=C(CN2CCN(CC2)C2CCN(CC2)C2=CC=C(C=C2)NC2=NC=C(C(=N2)NCC=2C=C(C=CC2)N(S(=O)(=O)C)C)C(F)(F)F)C=CC=C1)=O